C(C)(=O)NC1=CC=C(C=N1)NC=1N=CC2=C(N1)CN(CC2)C2=C(C1=C(OCCN1C(=O)OC(C)(C)C)N=C2)C tert-butyl 7-{2-[(6-acetamidopyridin-3-yl) amino]-5H,6H,7H,8H-pyrido[3,4-d]pyrimidin-7-yl}-8-methyl-1H,2H,3H-pyrido[2,3-b][1,4]oxazine-1-carboxylate